C(C)[C@H]1NCC[C@H](C1)NC(OCC[Si](C)(C)C)=O (Trimethylsilyl)ethyl ((2R,4R)-2-ethylpiperidin-4-yl)carbamate